C(C)(C)(C)C1=NSC(=N1)Br Tert-butyl-5-bromo-1,2,4-thiadiazole